methyl 3-(((tert-butoxycarbonyl)amino)methyl)-1-(trans-3-hydroxy cyclobutyl)-1H-pyrazole-5-carboxylate C(C)(C)(C)OC(=O)NCC1=NN(C(=C1)C(=O)OC)[C@@H]1C[C@H](C1)O